3a-Benzyl-2-cyclohexyl-3-oxo-4H,6H,7H-pyrazolo[4,3-c]pyridine-5-carboxylic acid tert-butyl ester C(C)(C)(C)OC(=O)N1CC2(C(CC1)=NN(C2=O)C2CCCCC2)CC2=CC=CC=C2